(R)-4-(5-(2-cyanoethyl)-1,3,4-thiadiazol-2-yl)-N-(8-methylisoquinolin-1-yl)-N-(piperidin-3-yl)benzamide C(#N)CCC1=NN=C(S1)C1=CC=C(C(=O)N([C@H]2CNCCC2)C2=NC=CC3=CC=CC(=C23)C)C=C1